(cis)-Allyl 4-(6,6-difluoro-2-(2,2,2-trifluoroacetyl)hexahydropyrrolo[3,2-c]pyrazol-1(2H)-yl)-2,2-dimethylbutanoate FC1(CN[C@@H]2[C@H]1N(N(C2)C(C(F)(F)F)=O)CCC(C(=O)OCC=C)(C)C)F